N1(C=CC=C1)C1=CC=C(C=C1)NC(=O)C=1N=C(OC1)N1C(N(CC1)CC1=CC(=CC=C1)C#N)=O N-(4-(1H-pyrrol-1-yl)phenyl)-2-(3-(3-cyanobenzyl)-2-oxoimidazolidin-1-yl)oxazole-4-carboxamide